COC1=C(C=CC(=C1)N1CCN(CC1)C)C1=C(C(=NC(=N1)N)N)[N+](=O)[O-] (2-methoxy-4-(4-methylpiperazin-1-yl)phenyl)-5-nitropyrimidine-2,4-diamine